COCCOCCOCCOP(O)(=O)Br 2-(2-(2-methoxyethoxy)ethoxy)ethyl-bromophosphoric acid